FC1=C(C=CC(=C1)OC)N(C1=NN2C(NC(=CC2=O)CCC)=N1)C 2-[(2-fluoro-4-methoxyphenyl)-methylamino]-5-propyl-4H-[1,2,4]triazolo[1,5-a]pyrimidin-7-one